O[C@@H](CN1CNC2=NC=C(C=C21)C=2C=C(C=CC2)C)CC |r| (R/S)-1-(2-hydroxybutyl)-6-(m-tolyl)-3H-imidazo[4,5-b]Pyridin